7-chloro-5-(2-fluorophenyl)-1-methyl-1H-1,4-benzodiazepin-2(3H)-one ClC=1C=CC2=C(C(=NCC(N2C)=O)C2=C(C=CC=C2)F)C1